1-[bis(dimethylamino)methylene]-1H-1,2,3-triazolo[4,5-b]pyridin-1-ium 3-oxide hexafluorophosphate F[P-](F)(F)(F)(F)F.CN(C)C(=[N+]1N=[N+](C2=NC=CC=C21)[O-])N(C)C